C(CCC)C1CCCCO1 6-butyloxan